Cl.Cl.N[C@H](C(O)C1=C(C2=NC(=CC(=C2S1)NCC=1SC=CN1)Cl)Br)C (2s)-2-amino-1-(3-bromo-5-chloro-7-{[(1,3-thiazol-2-yl)methyl]amino}thieno[3,2-b]pyridin-2-yl)propan-1-ol dihydrochloride